CN1CCC(CC1)NC1=C2C=CN(C2=CC(=C1)C=1C=C(C=CC1)CNC(=O)C1CC1)CC(F)(F)F N-({m-[4-(1-methyl-4-piperidylamino)-1-(2,2,2-trifluoroethyl)-6-indolyl]phenyl}methyl)cyclopropanecarboxamide